2-[2-bromo-6-(carboxymethylsulfanyl)-3-fluoropyridin-4-yl]acetic acid BrC1=NC(=CC(=C1F)CC(=O)O)SCC(=O)O